trans-N-(4-(2-aminocyclopropyl)phenyl)-4-trifluoromethylbenzamide N[C@H]1[C@@H](C1)C1=CC=C(C=C1)NC(C1=CC=C(C=C1)C(F)(F)F)=O